ClC=1C=C(C=C(C1)F)[C@H]1[C@@H](CN(CC1)C(=O)C=1C=2N(C=CC1)C=NC2)NC(CNC(C(F)(F)F)=O)=O N-(2-(((3S,4S)-4-(3-chloro-5-fluorophenyl)-1-(imidazo[1,5-a]pyridine-8-carbonyl)piperidin-3-yl)amino)-2-oxoethyl)-2,2,2-trifluoroacetamide